1-(2,3-difluoro-phenyl)-3-[[2-(2,2,2-trifluoroethoxy)pyridin-4-yl]methyl]urea FC1=C(C=CC=C1F)NC(=O)NCC1=CC(=NC=C1)OCC(F)(F)F